ClC1=CN=C(S1)C=1C(=C(C(=O)OC)C=C(C1)O)F methyl 3-(5-chlorothiazol-2-yl)-2-fluoro-5-hydroxybenzoate